N-(5-(trifluoromethoxy)pyridin-2-yl)-1H-indol-6-amine FC(OC=1C=CC(=NC1)NC1=CC=C2C=CNC2=C1)(F)F